OC=1C=C(C=C(C1O)OC)C1=NC2=C(N1)C=CC(=C2)N2CC1(CN(C1)C(C)=O)C2 1-(6-(2-(3,4-dihydroxy-5-methoxyphenyl)-1H-benzo[d]imidazol-5-yl)-2,6-diazaspiro[3.3]heptan-2-yl)ethan-1-one